ethyl 1-(2,4-dichlorophenyl)-5-trichloromethyl-(1H)-1,2,4-triazole-3-carboxylate ClC1=C(C=CC(=C1)Cl)N1N=C(N=C1C(Cl)(Cl)Cl)C(=O)OCC